9H-Fluoren-9-ylmethyl [(2S)-1-fluoro-1-oxohexan-2-yl]carbamate FC([C@H](CCCC)NC(OCC1C2=CC=CC=C2C=2C=CC=CC12)=O)=O